N[C@@H]1C(N(C2=C(OC1)C=C(C(=C2)OC)OC)C)=O (S)-3-amino-7,8-dimethoxy-5-methyl-2,3-dihydrobenzo[b][1,4]oxazepine-4(5H)-one